C(CC)(=O)O.C1(O)=CC=C(O)C=C1 hydroquinone monopropionate